NC=1C2=C(N=CN1)C(=CC(=N2)NC2CC2)C=2C(=C(C=CC2C)O)C (S)-3-(4-amino-6-(cyclopropylamino)pyrido[3,2-d]pyrimidin-8-yl)-2,4-dimethylphenol